C(C)(C)(C)OC(=O)N1N=C(C=C1)OCC1[C@H]2CC[C@@H](C1)C2.C(C2=CC=CC=C2)OC2=C1C(=CNC1=CC=C2)CCN(C(C)C)C(C)C 4-benzyloxy-3-(N,N-diisopropylaminoethyl)indole Tert-Butyl-3-[[(1S,4R)-norbornan-2-yl]methoxy]pyrazole-1-carboxylate